COC1=C(C=C(C(=C1)[N+](=O)[O-])S(=O)(=O)O)[N+]=1NN=NC1C(=O)NC1=CC=CC=C1 2-methoxy-4-nitro-5-sulfophenyl[2H-tetrazolium-5-carboxanilide]